(E)-4-{4-[7-chloro-2-(2-prop-2-ynoxyethoxy)-10,11-dihydro-5H-dibenzo[b,f]azepin-5-yl]butyl-methyl-amino}but-2-enenitrile ClC1=CC2=C(CCC3=C(N2CCCCN(C/C=C/C#N)C)C=CC(=C3)OCCOCC#C)C=C1